[Si](C)(C)(C(C)(C)C)OCC1=C(C(=O)N=[N+]=[N-])C=CC=C1 ((Tert-butyldimethylsilyloxy)methyl)benzoyl azide